C(C)(C)(C)OC(=O)N1[C@@H](C[C@@H](C1)OC(=O)C1=CC=C(C=C1)C1=CC=CC=C1)C(=O)OC(C)(C)C.SCCC[SiH2]C(OCC)OCC mercaptopropyl-diethoxymethylsilane di-tert-butyl-(2S,4S)-4-(([1,1'-biphenyl]-4-carbonyl)oxy)pyrrolidine-1,2-dicarboxylate